isononyl sebacate C(CCCCCCCCC(=O)[O-])(=O)OCCCCCCC(C)C